5-isocyanato-2-(trifluoromethoxy)benzonitrile N(=C=O)C=1C=CC(=C(C#N)C1)OC(F)(F)F